C(C)(C)(C)OC(NC1CC2(CN(C2)C2=C(C=C(C=C2)NC2=NC=C(C(=N2)NC2=C(C=CC=C2)P(=O)(C)C)F)C)C1)=O tert-butyl(2-(4-((4-((2-(dimethylphosphoryl)phenyl)amino)-5-fluoropyrimidin-2-yl)amino)-2-methylphenyl)-2-azaspiro[3.3]heptan-6-yl)carbamate